N(=[N+]=[N-])CCCCCCCCN1CCNCC1 1-(8-azidooctyl)piperazine